NC1=NC(=CC(=N1)N1CCC2(C[C@H](NC2)C(=O)OCC)CC1)O[C@@H](C(F)(F)F)C1=C(C=C(C=C1)Cl)C1=CC(=C(C=C1)F)C(F)(F)F (S)-ethyl 8-(2-amino-6-((R)-1-(5-chloro-4'-fluoro-3'-(trifluoromethyl)-[1,1'-biphenyl]-2-yl)-2,2,2-trifluoroethoxy)pyrimidin-4-yl)-2,8-diazaspiro[4.5]decane-3-carboxylate